C(#N)C1N(CSC1)C(CC1=NC2=CC=C(C=C2C(=C1)C(=O)N)N1CCOCC1)=O (2-(4-cyanothiazolidin-3-yl)-2-oxoethyl)-6-morpholino-quinoline-4-carboxamide